C(C)(C)OC=1C(=CC2=CN(N=C2C1)C12COC(CC1)(CC2)C)C(=O)NC=2C(N(C=CC2)C)=O 6-isopropoxy-N-(1-methyl-2-oxo-1,2-dihydropyridin-3-yl)-2-(1-methyl-2-oxabicyclo[2.2.2]octan-4-yl)-2H-indazole-5-carboxamide